FC=1C=CC2=C(N=C(O2)C=2C(=NC=C(C2)C(F)(F)F)F)C1 5-fluoro-2-(2-fluoro-5-(trifluoromethyl)pyridin-3-yl)benzo[d]oxazole